C(C1=CC=CC=C1)O[C@@H]1[C@H]([C@@H]([C@H](C1)OC(C)(C)C)O)COCC1=CC=CC=C1 (1S,2S,3S,5S)-3-(benzyloxy)-2-((benzyloxy)methyl)-5-(tert-butoxy)-cyclopentan-1-ol